ClC=1C(=NC=C(C1)C(F)(F)F)F 3-chloro-2-fluoro-5-(trifluoro-methyl)pyridine